N,N,N'-tri(2-hydroxyethyl)-N'-(2-hydroxypropyl)ethylenediamine OCCN(CCN(CC(C)O)CCO)CCO